2-[(4-methoxy-2-methylphenyl)methylamino]-5-propyl-4H-[1,2,4]triazolo[1,5-a]pyrimidin-7-one COC1=CC(=C(C=C1)CNC1=NN2C(NC(=CC2=O)CCC)=N1)C